NCCC[C@H](C(C)C)N1CC2(C1)CN(CC2)C=2N=CN=NC2OC2=C(C(=O)N(C(C)C)CC)C=C(C=C2)F (R)-2-((5-(2-(6-amino-2-methylhex-3-yl)-2,6-diazaspiro[3.4]oct-6-yl)-1,2,4-triazin-6-yl)oxy)-N-ethyl-5-fluoro-N-isopropylbenzamide